N-(3-chloro-2-methyl-phenyl)-4-[[3-[(5,5-dimethyl-1,4-dioxan-2-yl)methoxy]-4-pyridinyl]methylamino]-6-oxo-2,3-dihydro-1H-pyridine-5-carbothioic acid amide ClC=1C(=C(C=CC1)NC(=S)C1=C(CCNC1=O)NCC1=C(C=NC=C1)OCC1OCC(OC1)(C)C)C